(Z)-methyl-3-cyclopropyl-2-methyl-3-(tosyloxy)-acrylate COC(\C(=C(/OS(=O)(=O)C1=CC=C(C)C=C1)\C1CC1)\C)=O